C1(=CC=CC=C1)C1=CC=C2C=CC(=NC2=C1)N 7-phenylquinolin-2-amine